C(C)(C)(C)C1=CC(=C(C(=C1)CN(C)C)O)CN(C)C 4-(tert-butyl)-2,6-bis((dimethylamino)methyl)phenol